5,10,15,20-tetra(4-(1H-imidazol-1-yl)phenyl)porphyrin N1(C=NC=C1)C1=CC=C(C=C1)C=1C2=CC=C(N2)C(=C2C=CC(C(=C3C=CC(=C(C=4C=CC1N4)C4=CC=C(C=C4)N4C=NC=C4)N3)C3=CC=C(C=C3)N3C=NC=C3)=N2)C2=CC=C(C=C2)N2C=NC=C2